ClC1=CC=C(S1)CN1CCC2=CC(=CC=C12)NC(=O)NC=1SC=CC1 1-[1-(5-Chlorothiophen-2-ylmethyl)-2,3-dihydro-1H-indol-5-yl]-3-thiophen-2-ylurea